ethyl (S)-3-(2-((4-(6-((4-chloro-2-fluorobenzyl)oxy)pyridin-2-yl)piperidin-1-yl)methyl)-1-(oxetan-2-ylmethyl)-1H-benzo[d]imidazol-5-yl)-1H-pyrazole-4-carboxylate ClC1=CC(=C(COC2=CC=CC(=N2)C2CCN(CC2)CC2=NC3=C(N2C[C@H]2OCC2)C=CC(=C3)C3=NNC=C3C(=O)OCC)C=C1)F